(S,E)-N-{[3-(benzo[d]isoxazol-3-yl)pyridine-2-yl]methylene}-2-methylpropane-2-sulfinamide O1N=C(C2=C1C=CC=C2)C=2C(=NC=CC2)\C=N\[S@@](=O)C(C)(C)C